CC1=C(C(=CC=C1)C)N1C(N(C2=C(C1)C=NC(=N2)NC=2C=CC(=C(C(=O)O)C2)N2CCN(CC2)C)CCCCCO)=O 5-[6-(2,6-Dimethyl-phenyl)-8-(5-hydroxy-pentyl)-7-oxo-5,6,7,8-tetrahydro-pyrimido[4,5-d]pyrimidin-2-ylamino]2-(4-methyl-piperazin-1-yl)-benzoic acid